ClC1=C(C=C(C=C1)[C@@H](CC(=O)O)C1CC1)NC([C@H]([C@H](C(F)(F)F)C)C1=CC=C(C=C1)Cl)=O (3S)-3-(4-chloro-3-{[(2R,3R)-2-(4-chlorophenyl)-4,4,4-trifluoro-3-methylbutanoyl]amino}phenyl)-3-cyclopropylpropanoic acid